ClC1=C(C=CC(=C1)OC1=CC=NC2=CC(=C3C(=C12)OCCO3)OCCCN3CCOCC3)NC(=O)NCCC 1-(2-chloro-4-((5-(3-morpholinopropoxy)-2,3-dihydro-[1,4]dioxino[2,3-f]quinolin-10-yl)oxy)phenyl)-3-propylurea